5-((4-fluoro-1-methyl-1H-pyrazol-5-yl)methoxy)-N-(3-(hydroxymethyl)-2-oxopiperidin-3-yl)-2-methylbenzofuran-3-carboxamide FC=1C=NN(C1COC=1C=CC2=C(C(=C(O2)C)C(=O)NC2(C(NCCC2)=O)CO)C1)C